FC1(C[C@H]([C@H](N(C1)C(=O)OCC1=CC=CC=C1)C(=O)OC)C)F (2S,3R)-1-Benzyl 2-methyl 5,5-difluoro-3-methylpiperidine-1,2-dicarboxylate